CC1=CC=C(C=C1)S(=O)(=O)O.F[C@@H]1C[C@H](NC1)C(=O)N (2s,4r)-4-fluoropyrrolidine-2-carboxamide p-toluenesulfonate